NC1=C(C=C(C=C1)N)CCO 1,4-diamino-2-(2-hydroxy-ethyl)-benzene